Tert-butyl 2-((7-methyl-[1,2,4]-triazolo[1,5-a]pyridin-6-yl)amino)-2',3',5',6'-tetrahydrospiro[imidazo[1,2-e]purine-8,4'-pyran]-6(7H)-carboxylate CC1=CC=2N(C=C1NC=1N=CC=3N=C4N(C3N1)C1(CCOCC1)CN4C(=O)OC(C)(C)C)N=CN2